sodium tin sulfate S(=O)(=O)([O-])[O-].[Sn+4].[Na+]